4-(2-Fluorophenyl)-2-methyl-5-(9H-xanthen-9-yl)oxazole FC1=C(C=CC=C1)C=1N=C(OC1C1C2=CC=CC=C2OC=2C=CC=CC12)C